1-(3-(5-(2-fluoro-6-methoxyphenyl)-3-((pyridin-4-ylmethyl)amino)-2H-indazol-2-yl)piperidin-1-yl)prop-2-en-1-one FC1=C(C(=CC=C1)OC)C1=CC2=C(N(N=C2C=C1)C1CN(CCC1)C(C=C)=O)NCC1=CC=NC=C1